C12(CCCC2C1)O bicyclo[3.1.0]Hexane-1-ol